((3-(hydroxymethyl)oxetan-3-yl)methyl)-7-morpholino-5-(3-(m-tolyl)-1H-pyrazol-1-yl)pyrazolo[1,5-a]pyrimidine-2-carboxamide OCC1(COC1)CC=1C(=NN2C1N=C(C=C2N2CCOCC2)N2N=C(C=C2)C=2C=C(C=CC2)C)C(=O)N